O1COC2=C1C=CC=C2CNC(=O)C2=CC(=NC=C2)N2CCCCC2 N-(1,3-benzodioxol-4-ylmethyl)-2-(1-piperidyl)pyridine-4-carboxamid